pyrazolooxazine C1=C2C(=CN=N2)ON=C1